(S)-1-((5-cyanopyridin-3-yl)methyl)-4-fluoro-N-(5-methyl-4-oxo-2,3,4,5-tetrahydropyrido[3,2-b][1,4]oxazepin-3-yl)-1H-pyrazole-3-carboxamide C(#N)C=1C=C(C=NC1)CN1N=C(C(=C1)F)C(=O)N[C@@H]1C(N(C2=C(OC1)C=CC=N2)C)=O